NC=1N(C=2C=CC=C(C2C1)O)S(=O)(=O)C amino-1-(methylsulfonyl)indol-4-ol